C1=C(C=CC2=CC=CC=C12)C=1C2=CC=CC=C2C(=C2C=CC(=CC12)C(C)(C)C)C1=CC2=CC=CC=C2C=C1 9,10-bis-(2-naphthalenyl)-2-tert-butyl-anthracene